ClC=1C=C(CCN2C[C@H]([C@H](CC2)OC)COC2=CC=C(C=C2)S(=O)(=O)C)C=CC1 (3S,4S)-1-(3-chlorophenethyl)-4-methoxy-3-((4-(methylsulfonyl)phenoxy)methyl)piperidine